(dibenzofuranylphenyl)bis(spirobifluorenyl)amine C1(=CC=CC=2OC3=C(C21)C=CC=C3)C3=C(C=CC=C3)N(C=3C2(C1=CC4=CC=CC=C4C1=CC3)C=CC=C3C1=CC=CC=C1C=C32)C=3C2(C1=CC4=CC=CC=C4C1=CC3)C=CC=C3C1=CC=CC=C1C=C32